5,5',5''-(4-(3,5-dimethylphenyl)-5-(4-(4,5-diphenyl-9H-carbazol-9-yl)phenyl)pyridine-2,3,6-triyl)tris(5H-pyrido[4,3-b]indole) CC=1C=C(C=C(C1)C)C1=C(C(=NC(=C1C1=CC=C(C=C1)N1C2=CC=CC(=C2C=2C(=CC=CC12)C1=CC=CC=C1)C1=CC=CC=C1)N1C2=C(C=3C=CC=CC13)C=NC=C2)N2C1=C(C=3C=CC=CC23)C=NC=C1)N1C2=C(C=3C=CC=CC13)C=NC=C2